N,N-diisopropylethylaniline C(C)(C)N(C1=C(C=CC=C1)CC)C(C)C